calcium carbonate, monohydrate O.C([O-])([O-])=O.[Ca+2]